(1R,3aR,6aS)-N-((S)-1-cyano-2-((S)-2-oxopiperidin-3-yl)ethyl)-2-(4-(difluoromethyl)-6-fluoro-1H-indole-2-carbonyl)-5,5-difluorooctahydrocyclopenta[c]pyrrole-1-carboxamide C(#N)[C@H](C[C@H]1C(NCCC1)=O)NC(=O)[C@@H]1N(C[C@H]2[C@@H]1CC(C2)(F)F)C(=O)C=2NC1=CC(=CC(=C1C2)C(F)F)F